Br.N[C@@H]1[C@H]([C@@H](N(C2=CC=CC=C12)C(C)=O)C1CC1)C |r| rac-1-((2S,3R,4R)-4-amino-2-cyclopropyl-3-methyl-3,4-dihydroquinolin-1(2H)-yl)ethanone, hydrobromide